N[C@@H](C)C(=O)NCC(=O)O L-Alanyl-Glycine